FC=1C=NC(=CC1)N1N=NC=C1 3-fluoro-6-(1H-1,2,3-triazol-1-yl)pyridine